3-(1-(9H-purin-6-ylamino)ethyl)-8-methyl-2-o-tolylisoquinolin-1(2H)-one N1=CN=C2NC=NC2=C1NC(C)C=1N(C(C2=C(C=CC=C2C1)C)=O)C1=C(C=CC=C1)C